1,4-bis(hydroxycarbonyl-methyl)-6-[bis(hydroxylcarbonylmethyl)]amino-6-methyl-perhydro-1,4-diazepine OC(=O)CN1CCN(CC(C1)(C)N(CC(=O)O)CC(=O)O)CC(=O)O